C(CCCCCCCC)N(CC(=O)N1C2CN(C(C1)C2)C(CN(CCCCCCCCC)CCN(CCCCCCCCC)CCCCCCCCC)=O)CCCCCCCCC 2-(dinonylamino)-1-(5-(N-(2-(dinonylamino)ethyl)-N-nonylglycyl)-2,5-diazabicyclo[2.2.1]heptan-2-yl)ethan-1-one